C(CCCCCCC)C(C(=O)[O-])CCCC(=O)[O-].C(CCCCCCC)C(C(=O)[O-])CCCC(=O)[O-].C(CCCCCCC)[Sn+4]CCCCCCCC dioctyltin bis(octyladipate)